Methyl-7-(2-methoxypyridin-4-yl)pyrazolo[1,5-a]pyridine-3-carboxylic acid CC1=NN2C(C=CC=C2C2=CC(=NC=C2)OC)=C1C(=O)O